4-morpholino-2-(3-phenylpyrazol-1-yl)-6-(1H-pyrazol-4-yl)furo[3,2-d]pyrimidine O1CCN(CC1)C=1C2=C(N=C(N1)N1N=C(C=C1)C1=CC=CC=C1)C=C(O2)C=2C=NNC2